OC=1C=C(CNC(C2=C(C=CC(=C2)F)N2CCOCC2)=O)C=CC1OC N-(3-hydroxy-4-methoxybenzyl)-2-morpholinyl-5-fluorobenzamide